Diphenylmethylene(3-t-butyl-5-ethylcyclopentadienyl)(2,7-di-t-butylfluorenyl)zirconium dichloride [Cl-].[Cl-].C1(=CC=CC=C1)C(C1=CC=CC=C1)=[Zr+2](C1=C(C=CC=2C3=CC=C(C=C3CC12)C(C)(C)C)C(C)(C)C)C1C=C(C=C1CC)C(C)(C)C